NC1=NC=C(C=C1CC=1C(=NC=CC1)C(=O)N)C1=C2CN(C(C2=CC=C1)=O)C1C(NC(CC1)=O)=O ((2-amino-5-(2-(2,6-dioxopiperidin-3-yl)-1-oxoisoindolin-4-yl)pyridin-3-yl)methyl)picolinamide